(R or S)-5-chloro-N-(2-(1-cyclopropyl-2-hydroxy-2-methylpropyl)-3-oxoisoindolin-4-yl)-2,3-dihydrofuro[2,3-b]pyridine-4-carboxamide ClC1=C(C2=C(N=C1)OCC2)C(=O)NC2=C1C(N(CC1=CC=C2)[C@@H](C(C)(C)O)C2CC2)=O |o1:22|